5-((1H-pyrazol-1-yl)methyl)-6-methoxy-N-((5-methoxybenzo[d][1,3]dioxol-4-yl)sulfonyl)picolinamide N1(N=CC=C1)CC=1C=CC(=NC1OC)C(=O)NS(=O)(=O)C1=C(C=CC=2OCOC21)OC